(3S)-3-(3,7-dimethyl-3H-[1,2,3]triazolo[4,5-b]pyridin-6-yl)-3-(7-{[(6S)-6-Ethyl-5,6,7,9-tetrahydro-8H-pyrido[2,3-c]azepin-8-yl]methyl}-1-benzothiophen-5-yl)propanoic acid CN1N=NC=2C1=NC=C(C2C)[C@@H](CC(=O)O)C=2C=C(C1=C(C=CS1)C2)CN2CC1=C(C[C@@H](C2)CC)C=CC=N1